1-[4-(4-fluorophenyl)-2-pyrazol-1-yl-cyclopentyl]piperidin-3-amine FC1=CC=C(C=C1)C1CC(C(C1)N1CC(CCC1)N)N1N=CC=C1